di(n-butyl-ethyl-amino)dimethoxysilane C(CCC)N(CC)[Si](OC)(OC)N(CCCC)CC